5-(3-butylbenzoyl)amino-3-(1-propyl-1,2,3,6-tetrahydropyridin-4-yl)-1H-indole C(CCC)C=1C=C(C(=O)NC=2C=C3C(=CNC3=CC2)C=2CCN(CC2)CCC)C=CC1